1-(4-(6-chloro-7-(2-(hydroxymethyl)phenyl)quinazolin-4-yl)piperazin-1-yl)prop-2-en-1-one ClC=1C=C2C(=NC=NC2=CC1C1=C(C=CC=C1)CO)N1CCN(CC1)C(C=C)=O